4-amino-5-methoxy-2-oxo-1-phenyl-1,2-dihydroquinoline-3-carboxylic acid methyl ester COC(=O)C=1C(N(C2=CC=CC(=C2C1N)OC)C1=CC=CC=C1)=O